3-bromo-5-((2-fluoro-6-methoxyphenyl)ethynyl)-2-methoxypyridin-4-amine BrC=1C(=NC=C(C1N)C#CC1=C(C=CC=C1OC)F)OC